5-((6-(4-(2-(4-((2-(2-oxa-6-azaspiro[3.3]heptan-6-yl)pyrimidin-4-yl)methoxy)phenyl)propan-2-yl)phenoxy)spiro[3.3]heptan-2-yl)amino)-2-(2,6-dioxopiperidin-3-yl)isoindolin-1,3-dione C1OCC12CN(C2)C2=NC=CC(=N2)COC2=CC=C(C=C2)C(C)(C)C2=CC=C(OC1CC3(CC(C3)NC=3C=C4C(N(C(C4=CC3)=O)C3C(NC(CC3)=O)=O)=O)C1)C=C2